C(OC[C@]1(O[C@H](C[C@@H]1O)N1C2=NC(=NC(=C2N=C1)N)F)C#C)(OCC=1OC(OC1C)=O)=O ((2R,3S,5R)-5-(6-amino-2-fluoro-9H-purin-9-yl)-2-ethynyl-3-hydroxytetrahydrofuran-2-yl)methyl ((5-methyl-2-oxo-1,3-dioxol-4-yl)methyl) carbonate